methyl 7-chloro-6,7,8-trideoxy-6-[[[(2S,4R)-1-methyl-4-propyl-2-pyrrolidinyl]carbonyl]amino]-1-thio-L-threo-α-D-galacto-octopyranoside Cl[C@H]([C@H]([C@@H]1[C@@H]([C@@H]([C@H]([C@@H](SC)O1)O)O)O)NC(=O)[C@H]1N(C[C@@H](C1)CCC)C)C